2-(((1-((((9H-fluoren-9-yl)methoxy)carbonyl)amino)cyclobutyl)methyl)thio)acetic acid C1=CC=CC=2C3=CC=CC=C3C(C12)COC(=O)NC1(CCC1)CSCC(=O)O